ClC1=C(C=C(C=C1)[Mg]I)CC1=CC=C(C=C1)O[C@@H]1COCC1 4-chloro-3-[4-[(3S)-tetrahydro-3-furanoxy]benzyl]phenylmagnesium iodide